O1C(=CC2=C1C=CC=C2)B(O)O 1-benzofuran-2-ylboranediol